[Si](C)(C)(C(C)(C)C)CC1=CC=NC=C1 4-t-butyldimethylsilanylmethyl-pyridine